acetoin, ammonium salt [NH4+].OC(C(C)=O)C